ONC1(C(=NN(C1=O)C1CCNCC1)C1=CC=C(C=C1)S(=O)(=O)C)C (hydroxyamino)-3-(4-methanesulfonylphenyl)-4-methyl-1-(piperidin-4-yl)-4,5-dihydro-1H-pyrazol-5-one